C1(CC1)CSC=1C=2N(C=CC1)C(=NC2)C(C)(C)NC(=O)C2[C@H]1CN(C[C@@H]21)C(=O)OC(C)(C)C tert-butyl (1R,5S,6R)-6-((2-(8-((cyclopropylmethyl)thio)imidazo[1,5-a]pyridin-3-yl)propane-2-yl)carbamoyl)-3-azabicyclo[3.1.0]hexane-3-carboxylate